11-methyl-1,9-diazatricyclo[6.3.1.04,12]dodeca-2,4(12),5,7-tetraene-2-carboxylic acid CC1CNC2=CC=CC=3C=C(N1C32)C(=O)O